methyl-1-(3-cyano-2-methylpropyl)-1H-pyrrole CC=1N(C=CC1)CC(CC#N)C